C(C)OC(=O)C=1C(C=C2N(C(CN3N=C4C=CC(=CC4=C32)OC)C(C)(C)C)C1)=O 6-(tert-butyl)-12-methoxy-2-oxo-6,7-dihydro-2H-pyrido[2',1':3,4]pyrazino[1,2-b]indazole-3-carboxylic acid ethyl ester